NC=1C=C(CS(=O)(=O)N2C(C[C@H](CC2)NC=2C=C(C=CC2)C2=C(C(=C(S2)C(=O)OC(C)(C)C)OCC(=O)OC(C)(C)C)Cl)(C)C)C=CC1 (S)-tert-butyl 5-(3-((1-((3-aminobenzyl)sulfonyl)-2,2-dimethylpiperidin-4-yl)amino)phenyl)-3-(2-(tert-butoxy)-2-oxoethoxy)-4-chlorothiophene-2-carboxylate